C(=O)(O)C1=CC(=C(C=C1)C1=NC2=CC=C(C=C2C=C1)O[C@@H]1[C@H]([C@@H]([C@H]([C@@H](O1)C(=O)O)O)O)O)Cl (2R,3R,4R,5S,6R)-6-((2-(4-carboxy-2-chlorophenyl)quinolin-6-yl)oxy)-3,4,5-trihydroxytetrahydropyran-2-carboxylic acid